COC(C1=C(C=C(C(=C1)OCCCN(C(CC)=O)C(CC1=C(C=CC=C1)Cl)=O)OC)NC(CC)=O)=O 5-(3-(N-(2-(2-chlorophenyl)acetyl)propioamido)propoxy)-4-methoxy-2-propioamidobenzoic acid methyl ester